2-((2,4-Difluorophenyl)amino)-4-((2-methoxy-3-(1-methyl-1H-1,2,4-triazol-3-yl)phenyl)amino)pyrimidine-5-carboxylic acid FC1=C(C=CC(=C1)F)NC1=NC=C(C(=N1)NC1=C(C(=CC=C1)C1=NN(C=N1)C)OC)C(=O)O